(R)-2-(1-(tert-butyl)-3,7-dimethyl-2-oxo-2,3-dihydro-1H-benzo[d]imidazol-4-yl)-2-(methyl((1S,3S)-3-(4-(5,6,7,8-tetrahydro-1,8-naphthyridin-2-yl)butoxy)cyclopentyl)amino)acetic acid C(C)(C)(C)N1C(N(C2=C1C(=CC=C2[C@H](C(=O)O)N([C@@H]2C[C@H](CC2)OCCCCC2=NC=1NCCCC1C=C2)C)C)C)=O